CC1=C(C=C(C=C1)[N+](=O)[O-])C 1,2-dimethyl-4-nitro-benzene